BrC1=C(N=C2N1C=CC=C2)CNC(=O)[C@H]2N(C[C@@H](C2)O)C([C@H](C(C)(C)C)N2N=NC(=C2)C2CC2)=O (2S,4r)-N-[(3-bromoimidazo[1,2-a]pyridin-2-yl)methyl]-1-[(2S)-2-(4-cyclopropyltriazol-1-yl)-3,3-dimethyl-butyryl]-4-hydroxy-pyrrolidine-2-carboxamide